C(C)C1(CC(C1)=O)C(=O)O ethyl-3-oxo-cyclobutanecarboxylic acid